bistrifluoromethyl-4,4'-diaminobiphenyl FC(F)(F)C=1C(=C(C=CC1N)C1=CC=C(C=C1)N)C(F)(F)F